ethyl 5-((tert-butoxycarbonyl) amino)-6-ethoxy-2-methylpyrazolo[1,5-a]pyridine-3-carboxylate C(C)(C)(C)OC(=O)NC1=CC=2N(C=C1OCC)N=C(C2C(=O)OCC)C